FC(C1=C(C=CC=C1)S(=O)(=O)NC(OC)=O)(F)F methyl ((2-(trifluoromethyl)phenyl)sulfonyl)carbamate